C(C)C=1C=C2CCCN(C2=CC1)S(=O)(=O)C=1C=CC(=C(CO)C1)OCC1CCOCC1 5-((6-ethyl-3,4-dihydroquinolin-1(2H)-yl)sulfonyl)-2-((tetrahydro-2H-pyran-4-yl)methoxy)benzyl alcohol